ClC=1N=NC(=CC1N1CCN(CC1)CC=1C=C2C(N(C(C2=CC1)=O)N1C(NC(CC1)=O)=O)=O)Cl 5-((4-(3,6-dichloropyridazin-4-yl)piperazin-1-yl)methyl)-2-(2,4-dioxotetrahydropyrimidin-1(2H)-yl)isoindoline-1,3-dione